CN1C(=NN=C1)C[C@@H](C)C1=CC(=NC(=C1)N1C(C2=CC=CC(=C2C1)C(F)(F)F)=O)NS(=O)(=O)C N-[4-[(2R)-1-(4-methyl-1,2,4-triazol-3-yl)propan-2-yl]-6-[1-oxo-4-(trifluoromethyl)-3H-isoindol-2-yl]pyridin-2-yl]methanesulfonamide